6-methyl-3-azabicyclo[4.1.0]heptane hydrochloride Cl.CC12CCNCC2C1